(S)-6-{2-Amino-2-[3-(5-trifluoromethyl-1H-indazol-1-yl)pyridine-2-yl]ethyl}-5-methyl-pyridine-2-carbonitrile hydrochloride Cl.N[C@@H](CC1=C(C=CC(=N1)C#N)C)C1=NC=CC=C1N1N=CC2=CC(=CC=C12)C(F)(F)F